C(C)(C)(C)C1=CC=C(C(=O)N[C@H](C(=O)N2CCOCC2)CC(C)C)C=C1 (S)-4-tert-butyl-N-(4-methyl-1-morpholino-1-oxopent-2-yl)benzamide